N-[(3-fluoropyridin-2-yl)methyl]-4-(hydroxymethyl)-1,3-thiazole-2-carboxamide FC=1C(=NC=CC1)CNC(=O)C=1SC=C(N1)CO